methyl (E)-3-(3-(N-((4-((2-oxotetrahydro-2H-pyran-3-yl)methyl)phenyl)methyl-d)cyclohexanecarboxamido)phenyl)acrylate O=C1OCCCC1CC1=CC=C(C=C1)C(N(C(=O)C1CCCCC1)C=1C=C(C=CC1)/C=C/C(=O)OC)[2H]